tris[6-(N,N-diethylamino)-hexyl]amine C(C)N(CC)CCCCCCN(CCCCCCN(CC)CC)CCCCCCN(CC)CC